3-(5-cyano-4-((trifluoromethyl)thio)pyridin-2-yl)-1-(6-formyl-5-((4-methyl-2-oxopiperazin-1-yl)methyl)pyridin-2-yl)-1-methylurea C(#N)C=1C(=CC(=NC1)NC(N(C)C1=NC(=C(C=C1)CN1C(CN(CC1)C)=O)C=O)=O)SC(F)(F)F